CC=1N=C(C=2N(C1)N=C(N2)C2=CC=C1C(N(C=NC1=C2)C2CCN(CC2)C(=O)OC(C)(C)C)=O)C tert-butyl 4-(7-{6,8-dimethyl-[1,2,4]triazolo[1,5-a]pyrazin-2-yl}-4-oxoquinazolin-3-yl)piperidine-1-carboxylate